4-(trifluoro-methyl)-pyridin FC(C1=CC=NC=C1)(F)F